CC1=C(C(NC(=C1)C)=O)CC1=C(C(=C(C(=O)NC)C=C1O[C@@H]1C[C@H](C1)N1CCOCC1)C)N(C1CCOCC1)CC ((4,6-dimethyl-2-oxo-1,2-dihydropyridin-3-yl)methyl)-3-(ethyl-(tetrahydro-2H-pyran-4-yl)amino)-N,2-dimethyl-5-(trans-3-morpholinylcyclobutoxy)benzamide